FC=1C=C(CC2=CC(=C(C=3CCOC32)OC)C(=O)N[C@H]3CCOC[C@@H]3O)C=CC1C(NCCCSC)=O 1,5-anhydro-2,3-dideoxy-3-(((7-(3-fluoro-4-((3-(methylsulfanyl)propyl)-carbamoyl)benzyl)-4-methoxy-2,3-dihydro-1-benzofuran-5-yl)carbonyl)amino)-L-threo-pentitol